OC=1C=CC2=C(C(OCC3=C2C=CC(=C3)O)=O)C1 3,9-dihydroxydibenzo[c,e]oxepin-5(7H)-one